CN1N=C(C=C1)B1OC(C)(C)C(C)(C)O1 1-methyl-3-pyrazoleboronic acid pinacol ester